CC([O-])C.[Ti+4].CC1N(CCCC1)CCC(=O)N.CC([O-])C.CC([O-])C.CC([O-])C 3-(methylpiperidin-1-yl)propanamide titanium (IV) iso-propoxide